C(C)(C)(C)OC(=O)N[C@@H](C(=O)OC(C)(C)C)CCCO tert-butyl (R)-2-((tert-butoxycarbonyl)amino)-5-hydroxypentanoate